Butyl ((2-(but-3-en-1-ylamino)-4-methylphenyl)sulfonyl)-L-prolinate C(CC=C)NC1=C(C=CC(=C1)C)S(=O)(=O)N1[C@@H](CCC1)C(=O)OCCCC